CN1N=C(C2=CC=CC=C12)C1=C(C=CC=C1)[C@H](CC1=NC=CC=C1)N (S)-1-[2-(1-Methyl-1H-indazole-3-yl)phenyl]-2-(pyridine-2-yl)ethan-1-amine